CN1CC(C1)(C)C(O)(C1=CC=C(C=C1)OC(F)(F)F)C1=CC(=CC=C1)C=1N=NN(N1)C (1,3-Dimethyl-azetidin-3-yl)-[3-(2-methyl-2H-tetrazol-5-yl)-phenyl]-(4-trifluoromethoxy-phenyl)-methanol